sodium 2-phosphonobutane-1,2,4-tricarboxylate P(=O)(O)(O)C(CC(=O)[O-])(CCC(=O)[O-])C(=O)[O-].[Na+].[Na+].[Na+]